3'-chloro-4-methyl-3,4,5,6-tetrahydro-2H-[1,2']bipyridinyl-5'-carboxylic acid (3-methoxy-phenyl)-amide COC=1C=C(C=CC1)NC(=O)C=1C=C(C(=NC1)N1CCC(CC1)C)Cl